N-(n-butyl)-γ-aminopropyltrimethoxysilane C(CCC)NCCC[Si](OC)(OC)OC